ClC1=C(C#N)C=C(C(=N1)NC1=CC2=C(N(C(N2CCC2(CC2)O)=O)C)C=C1)Cl 2,5-dichloro-6-((3-(2-(1-hydroxycyclopropyl)ethyl)-1-methyl-2-oxo-2,3-dihydro-1H-benzo[d]imidazol-5-yl)amino)nicotinonitrile